ClC=1C(=NC(=NC1)NC1=C(C=C2CCN(CC2=C1)C)OC)N1C=C(C2=CC=CC=C12)C(=O)[O-] 1-(5-chloro-2-((6-methoxy-2-methyl-1,2,3,4-tetrahydroisoquinolin-7-yl) amino) pyrimidin-4-yl)-1H-indole-3-carboxylate